Cl.CC1(C2C(CC1CC2)=O)C 7,7-dimethylbicyclo[2.2.1]heptan-2-one hydrochloride